OC(CCCCCCCCCCCCCCCCCCCCC(=O)O)CCCC 22-Hydroxy-hexacosanoic acid